C(C)(=O)N1CCC(CC1)(OC)C=1C(N(C2=C(C(=NC(=C2C1)N[C@H](C)C1=C(C(=CC=C1)C(F)F)F)C)OCCNC)C)=O (R)-3-(1-acetyl-4-methoxypiperidin-4-yl)-5-((1-(3-(difluoromethyl)-2-fluorophenyl)ethyl)amino)-1,7-dimethyl-8-(2-(methylamino)ethoxy)-1,6-naphthyridin-2(1H)-one